3H-pyrrolo[3,4-c]pyridin-3-one C1=NC(C=2C=NC=CC21)=O